1-[[4-[5-(trifluoromethyl)-1,2,4-oxadiazol-3-yl]phenyl]methyl]-1H-1,2,3-triazolo[4,5-b]pyridine FC(C1=NC(=NO1)C1=CC=C(C=C1)CN1N=NC2=NC=CC=C21)(F)F